4-(1-(D-Alanyl)piperidin-4-yl)-N-(1-cyanocyclopropyl)-9-(5-(difluoro-methyl)-1,3,4-thiadiazol-2-yl)-9H-pyrimido[4,5-b]indole-7-sulfonamide N[C@H](C)C(=O)N1CCC(CC1)C1=NC=NC=2N(C3=CC(=CC=C3C21)S(=O)(=O)NC2(CC2)C#N)C=2SC(=NN2)C(F)F